C1(NC(C=2C3=CC=C(C12)O3)=O)=O 4,7-epoxyisoindole-1,3(2H)-dione